3-nitropyrazolo[1,5-a]pyridine-2-carboxamide [N+](=O)([O-])C=1C(=NN2C1C=CC=C2)C(=O)N